C(C)N(S(=O)(=O)C1=CC=C(C=C1)S(=O)(=O)N1C[C@@H](CCC1)C(=O)N(C)C(C)C)CC (R)-1-((4-(N,N-diethylsulfamoyl)phenyl)sulfonyl)-N-isopropyl-N-methylpiperidine-3-carboxamide